(R or S)-2-(3-fluoro-6-(2-(2-fluoro-5-(trifluoromethoxy)benzyl)-2H-tetrazol-5-yl)pyridin-2-yl)-2-hydroxypropane-1-sulfonamide FC=1C(=NC(=CC1)C=1N=NN(N1)CC1=C(C=CC(=C1)OC(F)(F)F)F)[C@@](CS(=O)(=O)N)(C)O |o1:25|